COC=1C=C2C(NC(=NC2=CC1OC)OCC)=O 6,7-dimethoxyethoxyquinazoline-4-one